C1(CC1)CN1CC(CCC1=O)NC(OC(C)(C)C)=O tert-butyl (1-(cyclopropylmethyl)-6-oxopiperidin-3-yl)carbamate